C(C)(C)C1=CC=CC=C1N 6-isopropyl-benzenamine